NC1=CC=C(C=C1)C(C)(C)O 2-(4-aminophenyl)-2-propanol